1-butyl-3-methylimidazolium nitrite N(=O)[O-].C(CCC)N1C=[N+](C=C1)C